N-(4-bromo-2,6-diethylphenyl)-3,5-bis(trifluoromethyl)benzenesulfonamide BrC1=CC(=C(C(=C1)CC)NS(=O)(=O)C1=CC(=CC(=C1)C(F)(F)F)C(F)(F)F)CC